1-(3-(Aminomethyl)phenyl)-N-(3-(((cyclopropylmethyl)amino)(phenyl)methyl)phenyl)-3-(trifluoromethyl)-1H-pyrazole-5-carboxamide NCC=1C=C(C=CC1)N1N=C(C=C1C(=O)NC1=CC(=CC=C1)C(C1=CC=CC=C1)NCC1CC1)C(F)(F)F